1-[3-(Diethoxymethylsilyl)butyl]-2-imidazolidinone C(C)OC(OCC)[SiH2]C(CCN1C(NCC1)=O)C